3-(hydroxymethyl)cyclobutanecarboxylic acid OCC1CC(C1)C(=O)O